BrC1=NC(=CC(=C1)C(C1N(C(CCC1)CO[Si](C1=CC=CC=C1)(C1=CC=CC=C1)C(C)(C)C)C(=O)OC(C)(C)C)O)Cl tert-butyl 2-((2-bromo-6-chloropyridin-4-yl)(hydroxy)methyl)-6-(((tert-butyldiphenylsilyl)oxy)methyl)-piperidine-1-carboxylate